ClC=1C=CC(=C2C=NN(C(C12)=O)C)CC1CC2(CN(C2)CCNC2=CC=3N(C=C2F)C=NN3)C1 8-chloro-5-[[2-[2-[(6-fluoro-[1,2,4]triazolo[4,3-a]pyridin-7-yl)amino]ethyl]-2-azaspiro[3.3]heptan-6-yl]methyl]-2-methyl-phthalazin-1-one